NC=1C2=C(N=CN1)N(C=C2C2=C(C=C(C=C2C)NC(C(O)C2=CC(=CC=C2)F)=O)F)C N-(4-(4-amino-7-methyl-7H-pyrrolo[2,3-d]pyrimidin-5-yl)-3-fluoro-5-methylphenyl)-2-(3-fluorophenyl)-2-hydroxyacetamide